N[C@@H](CCCNC(N)=N)C(=O)O.OC(=O)C(C)C1=CC=C(CC(C)C)C=C1 Ibuprofen-Arginine Salt